[[(2R,3S,5R)-5-(6-amino-2-fluoro-purin-9-yl)-4,4-dideuterio-2-ethynyl-3-hydroxy-tetrahydrofuran-2-yl]-dideuterio-methyl] (5-methyl-2-oxo-1,3-dioxol-4-yl)methyl carbonate C(OC([2H])([2H])[C@]1(O[C@H](C([C@@H]1O)([2H])[2H])N1C2=NC(=NC(=C2N=C1)N)F)C#C)(OCC=1OC(OC1C)=O)=O